C(C)(C)(C)OC(=O)N1CC(=CC1)B1OC(C(O1)(C)C)(C)C 3-(4,4,5,5-Tetramethyl-[1,3,2]dioxaborolan-2-yl)-2,5-dihydro-pyrrole-1-carboxylic acid tert-butyl ester